[Br-].[I-].C[NH3+].[Sn+] tin methyl-ammonium iodide bromide